3-((1-(3-Cyclohexylbutyryl)-4-hydroxy-3,3-dimethylpiperidin-4-yl)methyl)-6-(2-fluorophenyl)pyrimidin-4(3H)-one C1(CCCCC1)C(CC(=O)N1CC(C(CC1)(O)CN1C=NC(=CC1=O)C1=C(C=CC=C1)F)(C)C)C